ClC1=C(C=CC(=C1)C)C=1C=C(C2=C(NC(=N2)CN2CCC(CC2)(F)F)C1)C(=O)O 6-(2-Chloro-4-methylphenyl)-2-[(4,4-difluoropiperidin-1-yl)methyl]-1H-benzimidazole-4-carboxylic acid